(tert-butylimino)(methyl)(4-nitrophenyl)-λ6-sulfanone C(C)(C)(C)N=S(=O)(C1=CC=C(C=C1)[N+](=O)[O-])C